C(C)OP(OCC)(=O)\C(=C\C1=CN(C2=CC=CC=C12)CC1=CC(=CC(=C1)C(F)(F)F)C(F)(F)F)\C#N (E)-(2-(1-(3,5-bis(trifluoromethyl)benzyl)-1H-indol-3-yl)-1-cyanovinyl)phosphonic acid diethyl ester